[C@H]12CNC[C@H](CC1)O2 (1R,5S)-8-oxa-3-azabicyclo[3.2.1]octane